(1r,3R,5S)-N-(5-(5-aminobenzo[d]oxazol-2-yl)pyridin-2-yl)adamantane-1-carboxamide NC=1C=CC2=C(N=C(O2)C=2C=CC(=NC2)NC(=O)C23CC4CC(CC(C2)C4)C3)C1